(chroman-2-yl)propan-2-ol O1C(CCC2=CC=CC=C12)CC(C)O